Dec-8-ene CCCCCCCC=CC